CC1=NN(C=C1)CCOCCO Methyl-1-(2-(2-hydroxyethoxy)ethyl)-1H-pyrazole